C(C)N1C(=NC2=C1C(=CC(=C2)C(=O)O)OC)C(C(F)(F)F)(C2=CC=CC=C2)O 1-Ethyl-7-methoxy-2-(2,2,2-trifluoro-1-hydroxy-1-phenylethyl)-1H-benzo[d]Imidazole-5-carboxylic acid